[C@H]12CN(C[C@H](CC1)O2)CC2=CC=C(C=C2)C=2C=C(C(NC2C(F)(F)F)=O)C(=O)N 5-(4-(((1R,5S)-8-oxa-3-azabicyclo[3.2.1]octan-3-yl)methyl)phenyl)-2-oxo-6-(trifluoromethyl)-1,2-dihydropyridine-3-carboxamide